tert-butyl-N-(1-ethyl-1H-1,2,3-triazol-4-yl)-N-methylglycine C(C)(C)(C)C(N(C)C=1N=NN(C1)CC)C(=O)O